C(#N)C=1C=C(C=NC1)C=1C=NC(=NC1)NC(C(C)(C)C=1N=C(SC1)NS(=O)(=O)C1CC1)=O N-(5-(5-cyanopyridin-3-yl)pyrimidin-2-yl)-2-(2-(cyclopropanesulfonamido)thiazol-4-yl)-2-methylpropanamide